3-[[(tert-butoxy)carbonyl]amino]-4-(methoxymethyl)pyrrolidine-1-carboxylic acid benzyl ester C(C1=CC=CC=C1)OC(=O)N1CC(C(C1)COC)NC(=O)OC(C)(C)C